Methyl 2-[(6-{6-[(4-cyano-2-fluorophenyl)methoxy]pyridin-2-yl}-3-azabicyclo[4.1.0]heptan-3-yl)methyl]-3-[(2S)-oxetan-2-ylmethyl]-1,3-benzodiazole-5-carboxylate C(#N)C1=CC(=C(C=C1)COC1=CC=CC(=N1)C12CCN(CC2C1)CC=1N(C2=C(N1)C=CC(=C2)C(=O)OC)C[C@H]2OCC2)F